tert-butyl 4-(3-hydroxy-4-nitro-phenyl)piperazine-1-carboxylate OC=1C=C(C=CC1[N+](=O)[O-])N1CCN(CC1)C(=O)OC(C)(C)C